N-(4-morpholinophenyl)-7-(4-nitrobenzylthio)-5H-pyrrolo[3,2-d]pyrimidin-2-amine O1CCN(CC1)C1=CC=C(C=C1)NC=1N=CC2=C(N1)C(=CN2)SCC2=CC=C(C=C2)[N+](=O)[O-]